(Z)-4-(4-((5-cyclopropyl-3-(2,6-difluorophenyl)isoxazol-4-yl)methoxy)-3,3-difluoropiperidin-1-yl)-N'-hydroxybenzimidamide C1(CC1)C1=C(C(=NO1)C1=C(C=CC=C1F)F)COC1C(CN(CC1)C1=CC=C(/C(/N)=N/O)C=C1)(F)F